O[C@H](CNC=1N(C2=C(N1)C=CC(=C2)S(=O)(=O)NC2(CC2)C)C=2SC(=NN2)C)C 2-{[(2S)-2-hydroxypropyl]amino}-3-(5-methyl-1,3,4-thiadiazol-2-yl)-N-(1-methylcyclopropyl)-1,3-benzodiazole-5-sulfonamide